C12CCC(CC1)C2N bicyclo[2.2.1]heptane-7-ylamine